3-(3-(difluoromethyl)-5-((diphenylmethylene)amino)pyridin-2-yl)oxazolidin-2-one FC(C=1C(=NC=C(C1)N=C(C1=CC=CC=C1)C1=CC=CC=C1)N1C(OCC1)=O)F